COC(C1=CC(=CC=C1)C=CC1OCCC1)=O 3-(2-(tetrahydrofuran-2-yl)vinyl)benzoic acid methyl ester